CC=1N(C2=NC(=NC=C2N1)NC1=CC(=C(C=C1)N1CCN(CC1)C)C)C1=CC=CC(=N1)C(C)(C)O 2-(6-(8-methyl-2-((3-methyl-4-(4-methylpiperAzin-1-yl)phenyl)amino)-9H-purin-9-yl)pyridin-2-yl)propan-2-ol